2-{4-[5-chloro-2-(1H-tetrazol-1-yl)phenyl]-5-methoxy-2-oxopyridin-1(2H)-yl}hexanoic acid ClC=1C=CC(=C(C1)C1=CC(N(C=C1OC)C(C(=O)O)CCCC)=O)N1N=NN=C1